3-((2-Methylenepentyl)oxy)propionitrile C=C(COCCC#N)CCC